C=1(C(=C(C(=CC1)C(=O)O)C(=O)O)C(=O)O)C(=O)O benzenetetraic acid